2-(dimethylamino)ethyl 4-amino-3-hydroxy-benzoate NC1=C(C=C(C(=O)OCCN(C)C)C=C1)O